7-(hydroxymethyl)-9-(trifluoromethyl)pyrido[1,2-a]pyrimidin-4-one OCC=1C=C(C=2N(C(C=CN2)=O)C1)C(F)(F)F